3a-phenylhexahydrobenzo[d]oxazol-2(3H)-one C1(=CC=CC=C1)C12NC(OC1CCCC2)=O